rac-N-[(4-isopropyl-2,5-dioxoimidazolidin-4-yl)methyl]-2-(3,4,5-trifluorophenyl)-2H-1,2,3-triazole-4-carboxamide C(C)(C)[C@@]1(NC(NC1=O)=O)CNC(=O)C1=NN(N=C1)C1=CC(=C(C(=C1)F)F)F |r|